FC=1C=C(C=CC1OC1=C2C(=NC=C1)NC(N2C(C)C)=O)NC(=O)C=2N=NN(C2)C2=CC=CC=C2 N-(3-fluoro-4-((1-isopropyl-2-keto-2,3-dihydro-1H-imidazo[4,5-b]pyridin-7-yl)oxy)phenyl)-1-phenyl-1H-1,2,3-triazole-4-carboxamide